N[C@@H](C(=O)NCCNC(C1=C(C=C(C=C1)NC=1C=2N(C=CN1)C(=CN2)C2=C(C(=C(C=C2)OC2=NC=CC=C2)F)F)CC)=O)CCNC(=N)N N-[2-[[(2R)-2-amino-4-guanidino-butanoyl]amino]ethyl]-4-[[3-[2,3-difluoro-4-(2-pyridyloxy)phenyl]imidazo[1,2-a]pyrazin-8-yl]amino]-2-ethyl-benzamide